1-N-ethyl-N-hexyl-2-oxo-1,2-dihydrobenzo[cd]indole-6-sulfonamide C(C)N1C(C2=C3C(C(=CC=C13)S(=O)(=O)NCCCCCC)=CC=C2)=O